1,1-bis(3-amino-4-hydroxyphenyl)ethane NC=1C=C(C=CC1O)C(C)C1=CC(=C(C=C1)O)N